N[C@@H](CNC(OCC1=CC=CC=C1)=O)CN1C(C2=CC=3C(=NC=CC3N2CC1)OCC(F)(F)F)=O benzyl N-[(2S)-2-amino-3-[10-oxo-6-(2,2,2-trifluoroethoxy)-1,5,11-triazatricyclo[7.4.0.02,7]trideca-2(7),3,5,8-tetraen-11-yl]propyl]carbamate